3-bromo-N,N-dimethyl-aniline BrC=1C=C(N(C)C)C=CC1